5-(benzylthio)-2,3-dihydrobenzofuran C(C1=CC=CC=C1)SC=1C=CC2=C(CCO2)C1